FC(CNC1=NC=CC2=C1N=C(N=C2)NC2=C(C=C(C=C2)C=2C=NN(C2)C)OC)(C)F N8-(2,2-difluoropropyl)-N2-(2-methoxy-4-(1-methyl-1H-pyrazol-4-yl)phenyl)pyrido[3,4-d]pyrimidine-2,8-diamine